OC1=CC=C(C=C1)C1=NN=CC2=CC=CC=C12 4-(4-hydroxyphenyl)phthalazine